2-diethylaminoethylamide C(C)N(CC[NH-])CC